ClC(=O)C=1C=C(C=C(C1)C(=O)Cl)NC(C(=O)OCC)=O ethyl 2-((3,5-bis(chlorocarbonyl) phenyl) amino)-2-oxoacetate